S(=O)(=O)(ON1[C@@H]2CC[C@H](N(C1=O)C2)C(NS(=O)(=O)C)=N)[O-].[Na+] sodium (2S,5R)-2-(N-(methylsulfonyl) carbamimidoyl)-7-oxo-1,6-diazabicyclo[3.2.1]octan-6-yl sulfate